1,3-Bis(t-butylperoxyisopropyl)-benzene C(C)(C)(C)OOC(C)(C)C1=CC(=CC=C1)C(C)(C)OOC(C)(C)C